COC1=CC(=C(C=C1)C(C(=O)OC)=C)OCOC methyl 2-(4-methoxy-2-(methoxymethoxy)phenyl)acrylate